C1(=CC=CC=C1)CCCN1C2=CC=CC=C2C=2C=CN=C(C12)CNC1=NC=CC=2C3=CC=CC=C3NC12 N-{[9-(3-phenylpropyl)-beta-carbolin-1-yl]methyl}-beta-carbolin-1-amine